C(CC)OC=1N=CSC1 4-propoxy-thiazole